4-methoxy-1-methyl-3-(prop-1-en-2-yl)-1H-pyrazolo[3,4-d]pyridazine COC1=C2C(=CN=N1)N(N=C2C(=C)C)C